C(C)(C)(C)OC(=O)N1CC=2C(CC1)=NN(C2)C=2C(=C(C=CC2)C2=C(C(=CC=C2)C=2OC1=C(N2)C=C(C=C1C#N)C=O)C)Cl 2-(2-chloro-3'-(7-cyano-5-formylbenzo[d]oxazol-2-yl)-2'-methylbiphenyl-3-yl)-6,7-dihydro-2H-pyrazolo[4,3-c]pyridine-5(4H)-carboxylic acid tert-butyl ester